N-(1,3-dimethylimidazolidin-2-ylidene) phosphoramidate P1(OC2(N(CCN2C)C)O1)(=O)N